3-(1-(Cyclohexylmethyl)-5-methyl-1H-pyrazol-4-yl)-6-(8-(methoxycarbonyl)-3,4-dihydroisoquinolin-2(1H)-yl)picolinic acid C1(CCCCC1)CN1N=CC(=C1C)C=1C(=NC(=CC1)N1CC2=C(C=CC=C2CC1)C(=O)OC)C(=O)O